N1C(CNC(C2=C1C=CC=C2)=O)=O 2,3,4,5-tetrahydro-1H-1,4-benzodiazepine-2,5-dione